3-(2-hydroxyethyl)-N,N-bis(4-methoxybenzyl)benzene-sulfonamide OCCC=1C=C(C=CC1)S(=O)(=O)N(CC1=CC=C(C=C1)OC)CC1=CC=C(C=C1)OC